C(C)(C)(C)N(C(O)=O)[C@@H]1C[C@H](C1)CO.ClC(C(=O)C(C(=O)N)(C)NC([C@H](CC(C)C)NC(\C=C\C1=CC=CC=C1)=O)=O)F (2-chloro-2-fluoro-acetyl)-[[(2S)-4-methyl-2-[[(E)-3-phenylpropa-2-enoyl]amino]pentanoyl]amino]propanamide Tert-butyl-(trans-3-(hydroxymethyl)cyclobutyl)carbamate